1-(3-((7-methoxy-4-(naphthalen-2-ylamino)quinazolin-6-yl)oxy)-9-azabicyclo[3.3.1]nonan-9-yl)prop-2-yn-1-one COC1=C(C=C2C(=NC=NC2=C1)NC1=CC2=CC=CC=C2C=C1)OC1CC2CCCC(C1)N2C(C#C)=O